C(CCCCCCC)OCOCCCC(CC(CC(CC(CC(CC(CC(CCCCl)C)C)C)C)C)C)C 19-chloro-4,6,8,10,12,14,16-heptamethylnonadecyl octyloxymethyl ether